ClC=1C2=C(N=C(N1)C)C(=NN2C)C 7-chloro-1,3,5-trimethyl-1H-pyrazolo[4,3-d]pyrimidine